CC(CC(=O)OCC)(C=C)C ethyl 3,3-dimethyl-4-pentenoate